6-(5-fluoro-2-pyridyl)-8-methoxy-N-[(1R)-1-[2-(trifluoromethyl)pyrimidin-5-yl]ethyl]quinazolin-4-amine FC=1C=CC(=NC1)C=1C=C2C(=NC=NC2=C(C1)OC)N[C@H](C)C=1C=NC(=NC1)C(F)(F)F